CC1=CC=C(C(=O)C=2N(C(=C(N2)C)C)C)C=C1 2-p-methylbenzoyl-4,5-dimethylmethylimidazole